N[C@@H]1CC[C@H](CC1)CN1CCC(CC1)C1=CN(C2=CN=CC=C21)C2=C(C(=O)N(C)C(C)C)C=C(C=C2)F 2-(3-(1-((trans-4-aminocyclohexyl)methyl)piperidin-4-yl)-1H-pyrrolo[2,3-c]pyridin-1-yl)-5-fluoro-N-isopropyl-N-methylbenzamide